1-di-(ethoxyethyl)amino-3,4-dimethylenehex-5-ene C(C)OCCN(CCC(C(C=C)=C)=C)CCOCC